Cl.FC=1C=C2C(=NN(C2=CC1N1CCNCC1)C)[C@@H]1C(NC(CC1)=O)=O |r| (±)-3-(5-Fluoro-1-methyl-6-(piperazin-1-yl)-1H-indazol-3-yl)piperidine-2,6-dione hydrochloride